mono(methyl)acrylic acid CC(C(=O)O)=C